2-[(3S)-2,6-dioxo-3-piperidinyl]isoindoline-1,3-dione O=C1NC(CC[C@@H]1N1C(C2=CC=CC=C2C1=O)=O)=O